methyl (4-(10-(trifluoromethyl)-4,7-bis(4-(trifluoromethyl) phenyl) indeno[1,2,3-cd]perylene-3-yl) butyrate) FC(C=1C=C2C(=CC1)C1=CC=C3C=4C=CC(=C5C(=CC=C(C=6C(=CC2=C1C63)C6=CC=C(C=C6)C(F)(F)F)C54)C5=CC=C(C=C5)C(F)(F)F)CCCC(=O)OC)(F)F